FC(C1=CC(=C(CCNC(OC(C)(C)C)=O)C=C1C)OC)F Tert-butyl (4-(difluoromethyl)-2-methoxy-5-methylphenethyl)carbamate